1-(1,3-dihydro-2-benzofuran-4-yl)-N-{2-[4-(methoxymethyl)-4-methylpiperidin-1-yl]phenyl}methanesulfonamide C1OCC2=C1C=CC=C2CS(=O)(=O)NC2=C(C=CC=C2)N2CCC(CC2)(C)COC